CSC=1N=CC(=NC1)C(=O)NC1=CC=C(C=C1)[C@H]1CNCCC1 (S)-5-(Methylthio)-N-(4-(piperidin-3-yl)phenyl)pyrazine-2-carboxamide